C(C(=C)C)(=O)OCCC[Si](OC)(OC)OC γ-methacryloyl-oxypropyl-trimethoxysilane